trans-2-(4-trifluoromethoxyphenoxy)cyclohexanol FC(OC1=CC=C(O[C@H]2[C@@H](CCCC2)O)C=C1)(F)F